4-(5-(4-Aminopiperidin-1-carbonyl)-2-(trifluoromethyl)oxazolidin-3-yl)-2-(trifluoromethyl)benzonitril NC1CCN(CC1)C(=O)C1CN(C(O1)C(F)(F)F)C1=CC(=C(C#N)C=C1)C(F)(F)F